(1,1-Dioxetan-3-yl)methanol O1CC(C1)CO